5-bromo-3-(3-hydroxy-3-methylbutyl)-1-methyl-1,3-dihydro-2H-imidazo[4,5-b]pyrazin-2-one BrC=1N=C2C(=NC1)N(C(N2CCC(C)(C)O)=O)C